CC(C(=O)O)C(CC(C)=O)C 2,3-dimethyl-5-oxohexanoic acid